[difluoro(1,1,2,2-tetrafluoroethoxy)methoxy]-1,1,2,2,2-pentafluoroethane FC(OC(C(F)(F)F)(F)F)(OC(C(F)F)(F)F)F